NC=1C=CC(=C2CN(C(C12)=O)CC(C#N)=C)C=1C=C2C(=NNC2=CC1)C=1CCN(CC1)C(C1=CC=CC=C1)=O 2-({7-amino-4-[3-(1-benzoyl-1,2,3,6-tetrahydropyridin-4-yl)-1H-indazol-5-yl]-1-oxo-2,3-dihydro-1H-isoindol-2-yl}methyl)prop-2-enenitrile